C[C@@H]1C(=O)[C@@H](C[C@H](O1)OP(=O)([O-])OP(=O)([O-])OC[C@@H]2[C@H](C[C@@H](O2)N3C=C(C(=O)NC3=O)C)O)O The molecule is a nucleotide-sugar oxoanion obtained by deprotonation of the diphosphate OH groups of dTDP-4-dehydro-2,6-dideoxy-alpha-D-glucose; major species at pH 7.3. It has a role as a bacterial metabolite. It derives from a dTDP-alpha-D-glucose(2-). It is a conjugate base of a dTDP-4-dehydro-2,6-dideoxy-alpha-D-glucose.